O=C1NC(CCC1N1C(C2=CC=C(C=C2C1=O)N1CCC(CC1)CN1C[C@H](CC1)CCN1CCN(CC1)C1=NC=NC(=C1)C1=NNC2=CC=C(C=C12)OC(C)C)=O)=O 2-(2,6-dioxopiperidin-3-yl)-5-(4-(((R)-3-(2-(4-(6-(5-isopropoxy-1H-indazol-3-yl)pyrimidin-4-yl)piperazin-1-yl)ethyl)pyrrolidin-1-yl)methyl)piperidin-1-yl)isoindoline-1,3-dione